COC=1C=C(C=CC1OC)C1=CC=2C=NC(=CC2N1C)C1=CC=C(C=C1)N1CCN(CC1)C(=O)C1=CC=CC=C1 (4-(4-(2-(3,4-dimethoxyphenyl)-1-methyl-1H-pyrrolo[3,2-c]pyridin-6-yl)phenyl)piperazin-1-yl)(phenyl)methanone